triethoxycaprylsilane CCCCCCCCCC(=O)[Si](OCC)(OCC)OCC